CC=1NC2=CC=C(C=C2C1)B(O)O (2-methylindol-5-yl)boronic acid